ClC=1C=C(C=CC1)C1CC(CC1)=O 3-(3-Chlorophenyl)cyclopentan-1-one